CC1(CCC2(CC(=NO2)C[C@@H]2[C@@H]([C@H]([C@H]([C@H](O2)CO)O)N2N=NC(=C2)C2=CC(=C(C(=C2)F)F)F)OC)CC1)C (2R,3R,4S,5R,6R)-6-((8,8-dimethyl-1-oxa-2-azaspiro[4.5]dec-2-en-3-yl)methyl)-2-(hydroxymethyl)-5-methoxy-4-(4-(3,4,5-trifluorophenyl)-1H-1,2,3-triazol-1-yl)tetrahydro-2H-pyran-3-ol